1,2-DICHLORoETHYLEN ClC=CCl